ClCC1=NC(=NO1)C1=CC(=C(C=C1)OC1=C(C=CC=C1)S(=O)(=O)CC1OCCC1)C(F)(F)F 5-(chloromethyl)-3-(4-(2-(((tetrahydrofuran-2-yl)methyl)sulfonyl)phenoxy)-3-(trifluoromethyl)phenyl)-1,2,4-oxadiazole